P(=O)(OCC(C)C#N)([O-])[O-] (2-cyanopropyl) phosphate